3-(3-fluoropropyl)-2-(4-methoxyphenyl)benzo[d]thiazol-3-ium triflate [O-]S(=O)(=O)C(F)(F)F.FCCC[N+]1=C(SC2=C1C=CC=C2)C2=CC=C(C=C2)OC